N-Vinylformamide-d C(=C)N(C=O)[2H]